CC(=CCC1CC2(C(=O)C3=C(C(C2=O)(C1(C)C)C(=O)C4=CC=CC=C4)OC(C3)C(C)(C)O)CC=C(C)C)C The molecule is a beta-diketone isolated from Ochrocarpos punctatus and has been shown to exhibit antineoplastic activity. It has a role as a metabolite and an antineoplastic agent. It is a beta-diketone, a bridged compound, a cyclic ether, a cyclic ketone, an enone, an organic heterotricyclic compound, a tertiary alcohol and an aromatic ketone.